COC1=CC=C(C=C1)C(=O)N1CCN(CC1)CCCCC1=CC=CC=C1 (4-Methoxy-phenyl)-[4-(4-phenyl-butyl)piperazin-1-yl]methanone